[Cr](=O)(=O)([O-])[O-].[K+].O1CCC=2C1=C(N=CC2)C(C=O)C.[K+] (2,3-dihydrofuro[2,3-c]pyridin-7-yl)propanal POTASSIUM CHROMATE